(benzofuran-6-yl)pyrimidine-2,4-diol O1C=CC2=C1C=C(C=C2)C=2C(=NC(=NC2)O)O